7-(2-(pyrimidin-2-ylsulfonyl)acetyl)-1,3,4,5-tetrahydro-2H-benzo[b]azepin-2-one N1=C(N=CC=C1)S(=O)(=O)CC(=O)C1=CC2=C(NC(CCC2)=O)C=C1